CC1=C(C=CC=C1NC(C1=NC=C(C(=C1)C1CC1)CNC1CC(C1)O)=O)C1=C(C(=CC=C1)NC(C1=NC=C(C(=C1)C1CC1)CNC1CC(C1)O)=O)C N,N'-(2,2'-dimethyl-[1,1'-biphenyl]-3,3'-diyl)bis(4-cyclopropyl-5-((((1s,3s)-3-hydroxycyclobutyl)amino)methyl)picolinamide)